4-FORMYL-2-HYDROXYBENZOIC ACID C(=O)C1=CC(=C(C(=O)O)C=C1)O